COC(=O)C1=C(C(=C2C(=N1)CCC2)C)C#N 3-Cyano-4-methyl-6,7-dihydro-5H-cyclopenta[1,2-b]pyridine-2-carboxylic acid methyl ester